methyl-4-phenylbutan-1-amine CC(CCCC1=CC=CC=C1)N